NC1(CC1)C1=CC=C2C=C(N(C2=C1)C(=O)OC(C)(C)C)C(OCC)OCC tert-Butyl 6-(1-aminocyclopropyl)-2-(diethoxymethyl)-1H-indole-1-carboxylate